8-(trifluoromethyl)-2,3-dihydro-1H-quinolin-4-one FC(C=1C=CC=C2C(CCNC12)=O)(F)F